N(=NC1(CCCCC1)C(=O)O)C1(CCCCC1)C(=O)O 1,1'-azobis(1-cyclohexanecarboxylic acid)